C1(CCCCC1)C1C(N(C(CO1)C1=CC=CC=C1)C(=O)N)(C)C cyclohexyl-3,3-dimethyl-5-phenylmorpholine-4-carboxamide